tert-butyl (E)-4-(2-(3-(hydroxyamino)-3-oxoprop-1-en-1-yl)phenyl)-3-oxopiperazine-1-carboxylate ONC(/C=C/C1=C(C=CC=C1)N1C(CN(CC1)C(=O)OC(C)(C)C)=O)=O